N1N=CC2=CC(=CC=C12)CN(C=1SC=C(N1)C(=O)OCC)CC1=CC(=CC=C1)OC ethyl 2-(((1H-indazol-5-yl)methyl)(3-methoxybenzyl)amino)thiazole-4-carboxylate